FC=1C=NN(C1)C=1C=CC(=C(C1)O)C=1N=NC(=CC1)O[C@@H]1[C@@H]([C@H]2CC[C@@H](C1)N2C)F 5-(4-fluoro-1H-pyrazol-1-yl)-2-(6-(((1R,2R,3S,5S)-2-fluoro-8-methyl-8-azabicyclo[3.2.1]octan-3-yl)oxy)pyridazin-3-yl)phenol